(R)-N-(cyclobutylmethyl)-1-(4-(3-(4-(5-methoxypyridin-3-yl)-1H-1,2,3-triazol-1-yl)oxetan-3-yl)phenyl)piperidin-3-amine C1(CCC1)CN[C@H]1CN(CCC1)C1=CC=C(C=C1)C1(COC1)N1N=NC(=C1)C=1C=NC=C(C1)OC